The molecule is an arabidopside in which the glyceride moiety is acylated by cis-12-oxophytodienoyl groups at positions 1 and 2, and in which the and in which the carbohydrate moiety is a beta-D-galactopyranosyl group. The cyclopentenone moiety of both acyl groups is cis-disubstituted. It is an arabidopside, a beta-D-galactoside, a 1,2-diacyl-3-beta-D-galactosyl-sn-glycerol and a diester. CC/C=C\\CC1C(C=CC1=O)CCCCCCCC(=O)OC[C@H](CO[C@H]2[C@@H]([C@H]([C@H]([C@H](O2)CO)O)O)O)OC(=O)CCCCCCCC3C=CC(=O)C3C/C=C\\CC